N[C@@H](CC(=O)O)CC1=CC=C(C=C1)I (R)-β-amino-4-(4-iodophenyl)-butyric acid